8-methyl-4-[2-methylsulfonyl-8-(oxetan-3-yl)-7-oxo-pyrido[2,3-d]pyrimidin-6-yl]-2,3-dihydroquinoxaline-1-carboxylic acid tert-butyl ester C(C)(C)(C)OC(=O)N1CCN(C2=CC=CC(=C12)C)C1=CC2=C(N=C(N=C2)S(=O)(=O)C)N(C1=O)C1COC1